8-[4-(difluoromethoxy)phenyl]sulfonyl-8-azabicyclo[3.2.1]octan-3-one FC(OC1=CC=C(C=C1)S(=O)(=O)N1C2CC(CC1CC2)=O)F